N-(4-fluoro-3-methylphenyl)-3-(2-(((1s,4s)-4-hydroxy-1-methylcyclohexyl)amino)-2-oxoacetyl)-2-methyl-5,6,7,8-tetrahydroindolizine-1-carboxamide FC1=C(C=C(C=C1)NC(=O)C=1C(=C(N2CCCCC12)C(C(=O)NC1(CCC(CC1)O)C)=O)C)C